2-((2R,6S)-2,6-dimethylpiperazin-1-yl)-N-(3-(2,4-dioxotetrahydropyrimidin-1(2H)-yl)phenyl)acetamide hydrobromide Br.C[C@H]1N([C@H](CNC1)C)CC(=O)NC1=CC(=CC=C1)N1C(NC(CC1)=O)=O